C(C)(C)(C)OC(=O)NC1=CC=C(N=N1)CC1(C(N(CCC1)C(=O)OC(C)(C)C)=O)C(=O)OC 1-(tert-butyl) 3-methyl 3-((6-((tert-butoxycarbonyl)amino)pyridazin-3-yl)methyl)-2-oxopiperidine-1,3-dicarboxylate